N1(CCN(CCN(CC1)CCNC(OC(C)(C)C)=O)CCNC(OC(C)(C)C)=O)CCNC(OC(C)(C)C)=O tri-tert-butyl ((1,4,7-triazonane-1,4,7-triyl)tris(ethane-2,1-diyl))tricarbamate